4'-chloro-10'-(4-(((1r,4r)-4-ethynylcyclohexyl)methyl)piperazin-1-yl)-5'H-spiro[cyclohexane-1,7'-indolo[1,2-a]quinazolin]-5'-one ClC=1C=2C(N=C3N(C2C=CC1)C1=CC(=CC=C1C31CCCCC1)N1CCN(CC1)CC1CCC(CC1)C#C)=O